6-(hydroxymethyl)-10,14-dimethylpentadec-5,9,13-trien OCC(=CCCCC)CCC=C(CCC=C(C)C)C